2-Methyl-cyclohexanediamine CC1C(CCCC1)(N)N